C1(=CC=CC=C1)C1=C(C(=C(C=C1)Cl)Cl)C1=CC=CC=C1 Diphenyl-dichlorobenzene